C(=O)O.FC1=CC=C(C=C1)C(C1CCNCC1)C1=CC=C(C=C1)F 4-(bis(4-fluorophenyl)methyl)piperidine formate salt